O=C1NC(CC[C@@H]1N1C(C2=CC=CC(=C2C1=O)NCC(=O)N1CCN(CC1)C=1C=C(CNC2=C3N=CN(C3=NC=N2)C2CC(C2)NC(C2=NC(=CC=C2)C)=O)C=CC1)=O)=O N-((1s,3s)-3-(6-((3-(4-((2-(2,6-dioxopiperidin-3-yl)-1,3-dioxoisoindolin-4-yl)glycyl)piperazin-1-yl)benzyl)amino)-9H-purin-9-yl)cyclobutyl)-6-methylpicolinamide